C(#N)C=1C=C(C=CC1)C1=CC(=NC=C1)C1N(CCC(C1)C(=O)N)CC(C)C (4-(3-cyanophenyl)pyridin-2-yl)-1-isobutylpiperidine-4-carboxamide